2-[(3-Fluoro-1-piperidinyl)methyl]-6-[3-[1-(4-methyl-1,2,4-triazol-3-yl)cyclobutyl]phenyl]-4-(trifluoromethyl)-1H-pyrrolo[2,3-c]pyridin-7-one FC1CN(CCC1)CC1=CC2=C(C(N(C=C2C(F)(F)F)C2=CC(=CC=C2)C2(CCC2)C2=NN=CN2C)=O)N1